Cl.BrCC1=NN(C(=C1C=1C(=CC=C2C(=C(N(C12)CCCNC)C(=O)OCC)CCCOC1=CC=CC2=CC=CC=C12)C)CC)C Ethyl 7-[3-(bromomethyl)-5-ethyl-1-methyl-1H-pyrazol-4-yl]-6-methyl-1-[3-(methylamino)propyl]-3-[3-(1-naphthyloxy)propyl]-1H-indole-2-carboxylate hydrochloric acid salt